(R)-2-amino-2-(3-(trifluoromethoxy)phenyl)acetic acid ethyl ester hydrochloride Cl.C(C)OC([C@@H](C1=CC(=CC=C1)OC(F)(F)F)N)=O